(7-((4-cyclopropyl-3-(trifluoromethyl)-1H-pyrrolo[2,3-b]pyridin-6-yl)amino)-2,3-dihydrobenzofuran-4-yl)(morpholino)methanone C1(CC1)C1=C2C(=NC(=C1)NC1=CC=C(C=3CCOC31)C(=O)N3CCOCC3)NC=C2C(F)(F)F